CC1=CC(=NC(=C1)C(C)(C)C)C(C)(C)C 4-methyl-2,6-di-t-butylpyridine